(R)-5-(((6-(2-Hydroxy-6-methyl-4-(trifluoromethyl)phenyl)pyridazin-3-yl)methyl)amino)-1-methylpiperidin-2-one OC1=C(C(=CC(=C1)C(F)(F)F)C)C1=CC=C(N=N1)CN[C@@H]1CCC(N(C1)C)=O